NCCC1NC(N(C1)C)=O 4-(2-aminoethyl)-1-methylimidazolidin-2-one